3-(9-((4-(aminomethyl)phenyl)carbamoyl)-6-(2-hydroxyethyl)-5,6-dihydro-4H-benzo[b]thieno[2,3-d]azepin-8-yl)-6-(propylcarbamoyl)picolinic acid NCC1=CC=C(C=C1)NC(=O)C1=CC2=C(N(CCC3=C2SC=C3)CCO)C=C1C=1C(=NC(=CC1)C(NCCC)=O)C(=O)O